N1=C(C=CC=C1)COC1=NC=CC(=C1)B1OC(C(O1)(C)C)(C)C 2-(Pyridin-2-ylmethoxy)-4-(4,4,5,5-tetramethyl-1,3,2-dioxaborolan-2-yl)pyridine